Propylenglycol mono-n-hexyl ether C(CCCCC)OCC(C)O